N1([C@@H](CCC1)C(=O)O)N[C@@H](CCSC)C(=O)O prolinomethionine